CC1(CC(C(C(C1)=O)=C(C)NCCCOCC(COCCCNC(C)=C1C(CC(CC1=O)(C)C)=O)(COCCCNC(C)=C1C(CC(CC1=O)(C)C)=O)N)=O)C [2-(3-[1-(4,4-Dimethyl-2,6-dioxocyclohexylidene)ethylamino]propoxy)-1,1-bis-{3-[1-(4,4-dimethyl-2,6-dioxocyclohexylidene)ethylamino]propoxymethyl}-ethyl]amine